3-azido-L-alanine hydrochloride Cl.N(=[N+]=[N-])C[C@H](N)C(=O)O